NC=1C(=CC(=NC1)Cl)C(=O)O 5-amino-2-chloropyridine-4-carboxylic acid